N1N=NN=C1C1=CC(=C(C=C1)C1=CC=CC=C1)NS(=O)(=O)C=1C=C(C(=O)O)C=CC1OC 3-(N-(4-(tetrazol-5-yl)-[1,1'-biphenyl]-2-yl)sulfamoyl)-4-methoxybenzoic Acid